C(C)(C)(C)OC(NC1(CC2=CC=C(C=C2C1)Br)C(C)=O)=O (2-acetyl-5-bromo-2,3-dihydro-1H-inden-2-yl)carbamic acid tert-butyl ester